N-[2,3-difluoro-5-(5-fluoropyrimidin-2-yl)-4-methylphenyl]-6-azabicyclo[3.1.1]heptane-6-carboxamide FC1=C(C=C(C(=C1F)C)C1=NC=C(C=N1)F)NC(=O)N1C2CCCC1C2